CN(CCN(C1=C(C=C(C=C1)NC1=NC=C(C(=N1)C1=CNC2=C(C=CC=C12)OC)OC)NC(CC)=O)C)C N-(2-((2-(dimethylamino)ethyl)(methyl)amino)-5-((5-methoxy-4-(7-methoxy-1H-indol-3-yl)pyrimidin-2-yl)amino)phenyl)propionamide